C(#N)C=1C(=NC=CC1O)C1=C(C=C(CNC(C2=C(C=CC(=C2)F)OC)=O)C=C1)F N-(4-(3-cyano-4-hydroxypyridin-2-yl)-3-fluorobenzyl)-5-fluoro-2-methoxybenzamide